C(C=C)N1NC(=CN(C1)CC=C)C1OCCC1 2,N4-diallyl-6-(2-tetrahydrofuranyl)-1,2,4-triazine